C(C)(C)C1CC=C(CC1)CCC=O 3-(4-isopropyl-cyclohex-1-en-1-yl)propanal